[(s,s)-2-(3,5-difluorophenyl)-acetylamino]-N-(1-methyl-2-oxo-5-phenyl-2,3-dihydro-1H-benzo[e][1,4]diazepin-3-yl)-propionamide FC=1C=C(C=C(C1)F)CC(=O)NC(C(=O)NC1N=C(C2=C(N(C1=O)C)C=CC=C2)C2=CC=CC=C2)C